2-((4-bromo-2-fluorophenyl)diazenyl)-3-hydroxyacrylic acid ethyl ester C(C)OC(C(=CO)N=NC1=C(C=C(C=C1)Br)F)=O